3-(1-oxo-5-(((1S,2S)-2-(3-(2-(trifluoromethyl)phenyl)azetidin-1-yl)cyclohexyl)oxy)isoindolin-2-yl)piperidine-2,6-dione O=C1N(CC2=CC(=CC=C12)O[C@@H]1[C@H](CCCC1)N1CC(C1)C1=C(C=CC=C1)C(F)(F)F)C1C(NC(CC1)=O)=O